4-methoxy-2,6-dimethylaniline COC1=CC(=C(N)C(=C1)C)C